F[C@@H]1[C@H](N(C[C@@H]1O)C(=O)OC(C)(C)C)C(=O)OCC1=CC=CC=C1 2-benzyl 1-(tert-butyl) (2R,3R,4S)-3-fluoro-4-hydroxypyrrolidine-1,2-dicarboxylate